FC1(CCN(CC1)C(=O)OCC1=CC=CC=C1)CCC1CCNCC1 benzyl 4-fluoro-4-[2-(4-piperidyl)ethyl]piperidine-1-carboxylate